4-hydroxyphenylethanol C1=CC(=CC=C1CCO)O